CN(C/C=C/C(=O)N1CCOC2=C3C(=NC=NC3=CC=C21)NC2=CC=C(C=C2)OCC2=C(C=CC=C2)C)C (E)-4-(dimethylamino)-1-(10-((4-((2-methylbenzyl)oxy)phenyl)amino)-2,3-dihydro-4H-[1,4]oxazino[2,3-f]quinazolin-4-yl)but-2-en-1-one